4-(3,3,3-trifluoro-1-propyn-1-yl)benzamide FC(C#CC1=CC=C(C(=O)N)C=C1)(F)F